CON(C(C(CC)(C)C)=O)C N-methoxy-2,2,N-trimethyl-butyramide